N-cyclopropylmethyl(2,6-dibromophenyl)acetamide C1(CC1)CNC(CC1=C(C=CC=C1Br)Br)=O